BrC=1C=C(C=CC1)C(C(=O)OC)(CCSCCSCCO)C methyl 2-(3-bromophenyl)-4-((2-((2-hydroxyethyl)thio)ethyl)thio)-2-methylbutanoate